5-(8-((1S,2S)-2-(2-methylbenzo[d]thiazol-5-yl)cyclopropyl)imidazo[1,2-b]pyridazin-6-yl)pyrimidine-2,4(1H,3H)-dione CC=1SC2=C(N1)C=C(C=C2)[C@@H]2[C@H](C2)C=2C=1N(N=C(C2)C=2C(NC(NC2)=O)=O)C=CN1